3-Cyano-3-(4-(trifluoromethyl)styryl)azetidine-1-carboxylic acid tert-butyl ester C(C)(C)(C)OC(=O)N1CC(C1)(C=CC1=CC=C(C=C1)C(F)(F)F)C#N